3-(5-(dimethylamino)-2-(methoxymethyl)phenyl)-2-iminothiazolidin-4-one CN(C=1C=CC(=C(C1)N1C(SCC1=O)=N)COC)C